C(C(C)C)(=O)NC=CC(=O)NC=1SC=C(N1)C1=CC=CC=C1 3-isobutyramido-N-(4-phenylthiazol-2-yl)propenamide